O1CC(C1)NC1CCNCC1 N-(oxetan-3-yl)piperidin-4-amine